6-cyclopropyl-5-phenyl-5H-pyrrolo[2,3-b]pyrazine-7-carboxylic acid C1(CC1)C1=C(C=2C(=NC=CN2)N1C1=CC=CC=C1)C(=O)O